1-(2-(3,3-difluoro-4-hydroxy-1-azaspiro[4.4]nonan-1-yl)-2-oxoethyl)-3-(difluoromethyl)pyridin-2(1H)-one FC1(CN(C2(C1O)CCCC2)C(CN2C(C(=CC=C2)C(F)F)=O)=O)F